2-aminopteridin-4(3H)-one NC1=NC2=NC=CN=C2C(N1)=O